(2S,4S)-4-fluoro-1-[2-[4-[(3-fluoro-5-quinolinyl)oxy]-1-piperidinyl]acetyl]pyrrolidine-2-carbonitrile F[C@H]1C[C@H](N(C1)C(CN1CCC(CC1)OC1=C2C=C(C=NC2=CC=C1)F)=O)C#N